6-chloro-N-[4-(2,2-dimethylpropoxy)phenyl]pyrido[3,2-d]pyrimidin-4-amine ClC=1C=CC=2N=CN=C(C2N1)NC1=CC=C(C=C1)OCC(C)(C)C